N,N-diheptylaminoethanol C(CCCCCC)N(CCCCCCC)C(C)O